FC1(OC2=C(O1)C=CC(=C2)N(C(=O)C=2C=C(C=CC2)N2N=C(C=1CCCC(C21)OC2=NC=CC(=C2)C(=O)[O-])C(F)(F)F)C)F 2-[[1-[3-[(2,2-difluoro-1,3-benzodioxol-5-yl)-methyl-carbamoyl]phenyl]-3-(trifluoromethyl)-4,5,6,7-tetrahydroindazol-7-yl]oxy]pyridine-4-carboxylate